BrC=1C=C2C(=NC(N(C2=CC1)C)=O)Cl 6-bromo-4-chloro-1-methyl-quinazolin-2(1H)-one